(S)-3-(3-(2-((1-acetylpiperidin-3-yl)amino)-5-chloropyrimidin-4-yl)phenyl)pyridin-2(1H)-one C(C)(=O)N1C[C@H](CCC1)NC1=NC=C(C(=N1)C=1C=C(C=CC1)C=1C(NC=CC1)=O)Cl